NC/C(/CN1N=CN(C1=O)C=1C=C(C=CC1)C1=CC(=CC=C1)C1=NOC=N1)=C\F 2-[(2E)-2-(aminomethyl)-3-fluoroprop-2-en-1-yl]-4-[3'-(1,2,4-oxadiazol-3-yl)biphenyl-3-yl]-2,4-dihydro-3H-1,2,4-triazol-3-one